2-(difluoromethoxy)benzoyl chloride FC(OC1=C(C(=O)Cl)C=CC=C1)F